O1C(OCC1)COC1OC2(CC1)CCC(CC2)(C)C 2-((1,3-dioxolan-2-yl)methoxy)-8,8-dimethyl-1-oxaspiro[4.5]decane